ClC1=CC=C(C=C1)S(=O)(=O)C1(C(=NN(C1)C(=O)NCCS(NC)(=O)=O)C1=CC=C(C=C1)F)C1=CC=CC=C1 ((4-chlorophenyl)sulfonyl)-3-(4-fluorophenyl)-N-(2-(N-methylsulfamoyl)ethyl)-4-phenyl-4,5-dihydro-1H-pyrazole-1-carboxamide